4-[(1S)-1-ethynyl-6-azaspiro[2.5]octane-6-carbonyl]-2-methoxyaniline C(#C)[C@H]1CC12CCN(CC2)C(=O)C2=CC(=C(N)C=C2)OC